ClC1=CC=C(C=C1)C1=NC2=CC=CC=C2C=N1 2-(4-chlorophenyl)quinazoline